2-(1-((1r,4r)-4-(Cyanomethyl)cyclohexyl)-1,6-dihydroimidazo[4,5-d]pyrrolo[2,3-b]pyridin-2-yl)-N-(cyclopropylmethyl)acetamide C1CC(CCC1CC#N)N2C(=NC3=CN=C4C(=C32)C=CN4)CC(=O)NCC5CC5